BrC1=CC=C(C=C1)CCNS(=O)(=O)C=1C=CC2=C(C(=C(O2)C(=O)[O-])C)C1 5-(N-(4-Bromophenylethyl)sulfamoyl)-3-methylbenzofuran-2-carboxylate